(R/S)-(6-methyl-3-(2H-1,2,3-triazol-2-yl)pyridin-2-yl)(6-((5-(trifluoromethyl)pyrazin-2-yl)oxy)-2-azabicyclo[2.2.1]heptan-2-yl)methanone CC1=CC=C(C(=N1)C(=O)N1[C@H]2C(CC(C1)C2)OC2=NC=C(N=C2)C(F)(F)F)N2N=CC=N2 |r|